3-(2-(2-(benzyloxy)ethoxy)ethoxy)-N-(3-methoxybenzyl)-N-(3-(pyrrolidin-1-yl)benzyl)aniline C(C1=CC=CC=C1)OCCOCCOC=1C=C(N(CC2=CC(=CC=C2)N2CCCC2)CC2=CC(=CC=C2)OC)C=CC1